2-[2-Chloro-4-fluoro-5-(7-morpholin-4-yl-quinazolin-4-yl)-phenyl]-2-(3-methoxypyridazin-4-yl)acetamide ClC1=C(C=C(C(=C1)F)C1=NC=NC2=CC(=CC=C12)N1CCOCC1)C(C(=O)N)C1=C(N=NC=C1)OC